FC(OC1CCC(CC1)CO)F ((1r,4r)-4-(difluoromethoxy)cyclohexyl)methanol